tri-fluoro-pyrido[3,4-d]pyridin-7-ol FC1=C(N=C(C2=CC(=NC=C21)O)F)F